C(C)C=1C=C(C=CC1)C=1C=C2CCC([C@H](C2=CC1)NC(O[C@@H]1CN2CCC1CC2)=O)(C)C (S)-quinuclidin-3-yl ((R)-6-(3-ethylphenyl)-2,2-dimethyl-1,2,3,4-tetrahydronaphthalen-1-yl)carbamate